C(N)(=O)C=1C(=NN2C1NCC[C@H]2C2CCN(CC2)C2CCN(CC2)CC2=CC=C(C(=O)OC)C=C2)C2=CC=C(C=C2)OC2=CC=CC=C2 methyl (S)-4-((4-(3-carbamoyl-2-(4-phenoxyphenyl)-4,5,6,7-tetrahydropyrazolo[1,5-a]pyrimidin-7-yl)-[1,4'-bipiperidin]-1'-yl)methyl)benzoate